2-methyl-5-((1,2,3,4-tetrahydroisoquinolin-3-yl)methoxy)benzamide CC1=C(C(=O)N)C=C(C=C1)OCC1NCC2=CC=CC=C2C1